C(#CC#CC1=CC=C(N=N1)NC(OC(C)(C)C)=O)C1=CC=C(N=N1)NC(OC(C)(C)C)=O di-tert-butyl (buta-1,3-diyne-1,4-diylbis(pyridazine-6,3-diyl))dicarbamate